N,N-diethyl-aniline rhodium (III) chloride sodium salt [Na].[Rh](Cl)(Cl)Cl.C(C)N(C1=CC=CC=C1)CC